CN([C@H]1[C@H](CCCC1)N(C=1C=C2C(N(C(C2=CC1)=O)C1C(NC(CC1)=O)=O)=O)C)C 5-(((1S,2R)-2-(dimethylamino)cyclohexyl)(methyl)amino)-2-(2,6-dioxopiperidin-3-yl)isoindoline-1,3-dione